tert-butyl 4-(N-(4-(4-morpholino-7-((2-(trimethylsilyl)ethoxy)methyl)-7H-pyrrolo[2,3-d]pyrimidin-6-yl)phenyl)sulfamoyl)-[1,4'-bipiperidine]-1'-carboxylate O1CCN(CC1)C=1C2=C(N=CN1)N(C(=C2)C2=CC=C(C=C2)NS(=O)(=O)C2CCN(CC2)C2CCN(CC2)C(=O)OC(C)(C)C)COCC[Si](C)(C)C